C12=NCCC(CCC1)C2 azabicyclo[3.3.1]nonaneN